7-bromo-8-fluoro-3-(1-fluoroethyl)-3,4-dihydro-1H-quinoxalin-2-one BrC1=CC=C2NC(C(NC2=C1F)=O)C(C)F